ClC=1C(=NC(=NC1)NC1CCOCC1)C1=CC=C2CN(C(C2=C1)=O)CC(=O)N[C@H]1[C@H](CC2=CC=CC=C12)O 2-(6-{5-chloro-2-[(oxan-4-yl)amino]pyrimidin-4-yl}-1-oxo-2,3-dihydro-1H-isoindol-2-yl)-N-[(1R,2S)-2-hydroxy-2,3-dihydro-1H-inden-1-yl]acetamide